C(CCCCC(=O)OCC(COC(CCCCC(=O)OCC\C=C/CCCCC)=O)(CO)COC(=O)C1CC2CCCCC2CC1)(=O)OCC\C=C/CCCCC O6-[2-(decalin-2-carbonyloxymethyl)-2-(hydroxymethyl)-3-[6-[(Z)-non-3-enoxy]-6-oxo-hexanoyl]oxy-propyl] O1-[(Z)-non-3-enyl] hexanedioate